COC=1C=C(C=CC1)N1N=C(C=C1)C(=O)N1CCC2(CC1)CC1=CC=CC=C1[C@H]2N[S@](=O)C(C)(C)C (R)-N-[(3S)-1'-[1-(3-methoxyphenyl)-1H-pyrazole-3-carbonyl]-1,3-dihydro-spiro[indene-2,4'-piperidine]-3-yl]2-methylpropane-2-sulfinamide